C(CCC\C=C\CCCCC)=O (E)-5-undecenal